(R)-3-(3-cyano-4-fluorophenyl)-1-(9-fluoro-6-oxo-1,4,5,6-tetrahydro-2H-pyrano[3,4-c]isoquinolin-1-yl)-1-methylurea C(#N)C=1C=C(C=CC1F)NC(N(C)[C@H]1COCC=2NC(C=3C=CC(=CC3C21)F)=O)=O